ClC1=CC=C2C(=N1)N(C=C2C(=O)OC)C methyl 6-chloro-1-methyl-pyrrolo[2,3-b]pyridine-3-carboxylate